(S)-5-Benzyl-N-(7-((3-hydroxy-1-methylazetidin-3-yl)ethynyl)-5-methyl-4-oxo-2,3,4,5-tetrahydrobenzo[b][1,4]oxazepin-3-yl)-1H-1,2,4-triazol-3-carboxamid C(C1=CC=CC=C1)C1=NC(=NN1)C(=O)N[C@@H]1C(N(C2=C(OC1)C=CC(=C2)C#CC2(CN(C2)C)O)C)=O